BrC=1C(=NC(=NC1)N[C@H]1CN(CC1)C(=O)OC(C)(C)C)OC (R)-tert-butyl 3-((5-bromo-4-methoxypyrimidin-2-yl)amino)pyrrolidine-1-carboxylate